tert-butyl 4-(2-(4-chloro-2-fluorophenyl)-2-methylbenzo[d][1,3]dioxol-4-yl)piperidine-1-carboxylate ClC1=CC(=C(C=C1)C1(OC2=C(O1)C=CC=C2C2CCN(CC2)C(=O)OC(C)(C)C)C)F